(1R,2S,3S,4R)-3-((7-ethynyl-2-(5-fluoro-1H-pyrrolo[2,3-b]pyridin-3-yl)pyrrolo[2,1-f][1,2,4]triazin-4-yl)amino)bicyclo[2.2.2]octane-2-carboxylic acid C(#C)C1=CC=C2C(=NC(=NN21)C2=CNC1=NC=C(C=C12)F)N[C@@H]1[C@H](C2CCC1CC2)C(=O)O